C(C)(C)(C)N1CCN(CC1)C1=CC(=C(C=C1)NC1=NC=C(C(=N1)NC=1SC=CC1C(=O)N)Cl)OC(F)F 2-((2-((4-(4-(tert-butyl)piperazin-1-yl)-2-(difluoromethoxy)-phenyl)amino)-5-chloropyrimidin-4-yl)amino)thiophene-3-carboxamide